C(#N)C1(CC1)NS(=O)(=O)C1=CC=C2C3=C(NC2=C1)N=CN=C3C=3C=CC(=NC3)C(=O)N(C)C 5-(7-(N-(1-cyanocyclopropyl)sulfamoyl)-9H-pyrimido[4,5-b]indol-4-yl)-N,N-dimethylpicolinamide